3-(Cyclopropyldifluoromethyl)-N-((1S)-(4,4-difluorocyclohexyl)(6-(((5R)-2-oxo-5-(trifluoromethyl)piperidin-3-yl)methyl)imidazo[1,2-b]pyridazin-2-yl)methyl)isoxazole-4-carboxamide C1(CC1)C(C1=NOC=C1C(=O)N[C@H](C=1N=C2N(N=C(C=C2)CC2C(NC[C@@H](C2)C(F)(F)F)=O)C1)C1CCC(CC1)(F)F)(F)F